C(C=C)(=O)N1CCN(CC1)C1=NC=NC2=CC(=C(C=C12)Cl)C1=NC(=NC=C1C)NC(C=C)=O N-(4-(4-(4-acryloyl-piperazin-1-yl)-6-chloro-quinazolin-7-yl)-5-methyl-pyrimidin-2-yl)acrylamide